6-bromo-7-methoxy-1,9-dimethyl-9H-pyrido[3,4-b]indole BrC=1C=C2C3=C(N(C2=CC1OC)C)C(=NC=C3)C